FC1=CC=C(C=C1)N1N=C(CC(C1=O)C(=O)OC)C(C)C Methyl 2-(4-fluorophenyl)-6-isopropyl-3-oxo-2,3,4,5-tetrahydropyridazine-4-carboxylate